4-(4-(4-(((3R,5R)-5-(2,4-difluorophenyl)-5-methyltetrahydrofuran-3-yl)methoxy)phenyl)piperazin-1-yl)aniline FC1=C(C=CC(=C1)F)[C@]1(C[C@@H](CO1)COC1=CC=C(C=C1)N1CCN(CC1)C1=CC=C(N)C=C1)C